2-((tert-Butyldimethylsilanyloxy)-1-(3-chlorophenyl)ethyl)-6-(2,5-dichloropyrimidin-4-yl)-1H-pyrrolo[1,2-c]imidazol-3(2H)-one [Si](C)(C)(C(C)(C)C)OCC(C1=CC(=CC=C1)Cl)N1C(N2C(C1)=CC(=C2)C2=NC(=NC=C2Cl)Cl)=O